CCCCC/C=C\C/C=C\CCCCCCCC(=O)OC[C@H](COP(=O)(O)OC[C@H](CO)O)OC(=O)CC/C=C\C/C=C\C/C=C\C/C=C\C/C=C\C/C=C\CC 1-(9Z,12Z-octadecadienoyl)-2-(4Z,7Z,10Z,13Z,16Z,19Z-docosahexaenoyl)-glycero-3-phospho-(1'-sn-glycerol)